16-(3-(2-((((9H-fluoren-9-yl)methoxy)carbonyl)amino)ethoxy)propanoyl)-13,19-dimethyl-14,18-dioxo-4,7,10,22,25,28-hexaoxa-13,16,19-triazahentriacontanedioic acid C1=CC=CC=2C3=CC=CC=C3C(C12)COC(=O)NCCOCCC(=O)N(CC(N(CCOCCOCCOCCC(=O)O)C)=O)CC(N(CCOCCOCCOCCC(=O)O)C)=O